O=C1[C@H]2[C@@H]([C@H]2CN1C1=CC=CC=C1)C(=O)OCC (1R,5S,6R)-ethyl 2-oxo-3-phenyl-3-azabicyclo[3.1.0]hexane-6-carboxylate